2-chloro-4-fluoro-5-(3-methyl-2,6-dioxo-4-(trifluoromethyl)-2,3-dihydropyrimidine-1(6H)-yl)benzoyl isocyanate ClC1=C(C(=O)N=C=O)C=C(C(=C1)F)N1C(N(C(=CC1=O)C(F)(F)F)C)=O